C(C#CC)(=O)N1[C@@H](CCC1)C1=NC(=C2N1C=CN=C2CO)C2=CC=C(C(=O)NC1=NC=CC=C1)C=C2 (S)-4-(3-(1-(but-2-ynoyl)pyrrolidin-2-yl)-8-(hydroxymethyl)imidazo[1,5-a]pyrazin-1-yl)-N-(pyrid-2-yl)benzamide